1-(4-((5-(Imidazo[1,2-a]pyridin-6-yl)-4-methoxypyrrolo[2,1-f][1,2,4]triazin-2-yl)amino)piperidin-1-yl)ethan-1-one N=1C=CN2C1C=CC(=C2)C=2C=CN1N=C(N=C(C12)OC)NC1CCN(CC1)C(C)=O